(3,5-difluorophenyl)-8-methyl-7-(methylsulfonyl)imidazo[1,5-a]pyridine-1-carbaldehyde FC=1C=C(C=C(C1)F)C1=NC(=C2N1C=CC(=C2C)S(=O)(=O)C)C=O